Ditrimethylolpropan tetraacrylat C(C=C)(=O)O.C(C=C)(=O)O.C(C=C)(=O)O.C(C=C)(=O)O.C(O)C(CC)(CO)CO.C(O)C(CC)(CO)CO